3-amino-N-1-carboxymethyl-2-oxo-5-cyclohexyl-1,4-benzodiazepine NC1C(N(C2=C(C(=N1)C1CCCCC1)C=CC=C2)CC(=O)O)=O